FC1=C(C=C2C(=CC(=NC2=C1)C=1C(=NNC1C(F)(F)F)C)C(C)C)C1=NN(C(=N1)C(=O)N(C)OC)C 3-(7-fluoro-4-isopropyl-2-(3-methyl-5-(trifluoromethyl)-1H-pyrazol-4-yl)quinoline-6-Yl)-N-methoxy-N,1-dimethyl-1H-1,2,4-triazole-5-carboxamide